Succinimidyl Acetate C(C)(=O)ON1C(CCC1=O)=O